ClC1=CC=C(C=N1)NC1=NC=CC2=CC(=CC=C12)OCC1(CC1)C(F)F N-(6-chloropyridin-3-yl)-6-((1-(difluoromethyl)cyclopropyl)meth-oxy)isoquinolin-1-amine